1-allyl-2,3-dimethylimidazole bistrifluoromethanesulfonimide salt [N-](S(=O)(=O)C(F)(F)F)S(=O)(=O)C(F)(F)F.C(C=C)N1C(N(C=C1)C)C